4-aminophenyl-4-[4-(4-aminophenoxy)phenyl]-2,3-naphthyridin-1-one NC1=CC=C(C=C1)C1=C2C(=NNC(C2=CC=C1)=O)C1=CC=C(C=C1)OC1=CC=C(C=C1)N